FC=1C(=NC(=NC1)C1=NN(C2=NC=C(C=C21)F)CC2=C(C=CC=C2)F)OCCO 2-((5-fluoro-2-(5-fluoro-1-(2-fluorobenzyl)-1H-pyrazolo[3,4-b]pyridin-3-yl)pyrimidin-4-yl)oxy)ethanol